C(C)N1C(NC2=C(C1=O)SC(=C2)CN2CCN(CC2)C2=C(C(=C(C(=O)NC)C=C2)F)F)=O 4-(4-((3-ethyl-2,4-dioxo-1,2,3,4-tetrahydrothieno[3,2-d]pyrimidin-6-yl)methyl)piperazin-1-yl)-2,3-difluoro-N-methylbenzamide